N1C(=NC=C1)CC=1C(=NC(=NC1)C1=NC(=NC=C1)N)C#CC=1C=C2C=NNC2=CC1 ((1H-imidazol-2-yl)methyl)-4-((1H-indazol-5-yl)ethynyl)-[2,4'-bipyrimidin]-2'-amine